(((1r,4r)-4-(((5-bromopentyl)oxy)methyl)cyclohexyl)methoxy)(tert-butyl)dimethylsilane BrCCCCCOCC1CCC(CC1)CO[Si](C)(C)C(C)(C)C